2-methyl-2-triisopropylsiloxycarbonyl-5-methyldiethoxysilylnorbornane CC1(C2CC(C(C1)C2)[Si](OCC)(OCC)C)C(=O)O[Si](C(C)C)(C(C)C)C(C)C